(R)-(2-((1-((dimethylamino)methyl)cyclopropyl)methoxy)-4-(3-hydroxy-3-methylpiperidin-1-yl)-5,7-dihydro-6H-pyrrolo[3,4-d]pyrimidin-6-yl)(3-hydroxy-8-iodonaphthalen-1-yl)methanone CN(C)CC1(CC1)COC=1N=C(C2=C(N1)CN(C2)C(=O)C2=CC(=CC1=CC=CC(=C21)I)O)N2C[C@](CCC2)(C)O